C(CCC)N1C(N(C(C(=C1C)CO)=O)C1CCC(CC1)CN1C(N(C(C1(C)C)=O)COCC[Si](C)(C)C)=O)=O 1-Butyl-3-((1s,4s)-4-((5,5-dimethyl-2,4-dioxo-3-((2-(trimethylsilyl)ethoxy)methyl)imidazolidin-1-yl)methyl)cyclohexyl)-5-(hydroxymethyl)-6-methylpyrimidine-2,4(1H,3H)-dione